17-(cyclobutylmethyl)-4,5a-epoxymorphinan-3,6a,14-triol, hydrochloride Cl.C1(CCC1)CN1[C@H]2[C@@]3(CC[C@@H]([C@H]4[C@@]3(C=3C(=C(C=CC3C2)O)O4)CC1)O)O